S1C=NC2=C1C=C(C=C2)\C=C\2/N=C(NC2=O)NC=2C=CC=C1C=NN(C21)C (4Z)-4-(1,3-benzothiazol-6-ylmethylene)-2-[(1-methylindazol-7-yl)amino]-1H-imidazol-5-one